BrC=1C=C(C=C2C(N3CCC(N4N=CC(C12)=C43)C=C)=O)C 10-bromo-8-methyl-3-vinyl-4,5-dihydro-3H,6H-2,2a,5a-triazaaceanthrylen-6-one